2-(2,6-Diisopropylphenyl)-5-isopropylimidazo[1,5-a]pyridin-2-ium chloride [Cl-].C(C)(C)C1=C(C(=CC=C1)C(C)C)[N+]1=CN2C(C=CC=C2C(C)C)=C1